CN1CC(CC1)NCC(O)C1=CC=CC=C1 α-[[(1-Methyl-3-pyrrolidinyl)amino]methyl]benzenemethanol